COCC1=CC=C(C=C1)C#CC1=C2C=C(N=CC2=C(N=C1)NC)NC(=O)C1CC1 N-(5-((4-(methoxymethyl)phenyl)ethynyl)-8-(methylamino)-2,7-naphthyridin-3-yl)cyclopropanecarboxamide